3-(4-(4-(benzyloxy)phenyl)but-1-yn-1-yl)pyridine C(C1=CC=CC=C1)OC1=CC=C(C=C1)CCC#CC=1C=NC=CC1